5-tert-butyl-N-[[2-methyl-4-(4,4,5,5-tetramethyl-1,3,2-dioxaborolan-2-yl)phenyl]methyl]-1,2,4-oxadiazole-3-carboxamide C(C)(C)(C)C1=NC(=NO1)C(=O)NCC1=C(C=C(C=C1)B1OC(C(O1)(C)C)(C)C)C